C(CCC)C1(C2=CC=CC=C2C=2C=CC(=CC12)C(C(C)(N1CCOCC1)C)=O)CCCC 1-(9,9-dibutyl-9H-fluorene-2-yl)-2-methyl-2-morpholinopropan-1-one